trans-4-((3-(1-Cyclopropyl-1H-pyrazol-4-yl)phenyl)((trans-4-(4-methoxy-3-methylphenyl)cyclohexyl)methyl)carbamoyl)cyclohexyl ((S)-2,3-dihydroxypropyl)carbamate O[C@@H](CNC(O[C@@H]1CC[C@H](CC1)C(N(C[C@@H]1CC[C@H](CC1)C1=CC(=C(C=C1)OC)C)C1=CC(=CC=C1)C=1C=NN(C1)C1CC1)=O)=O)CO